ClC1=CC=C(C=C1)C1=CC2=NC(=C(C=C2S1)O)C(=O)NCC(=O)O {[2-(4-Chloro-phenyl)-6-hydroxy-thieno[3,2-b]pyridine-5-carbonyl]-amino}-acetic acid